ClC=1C(=NC(=NC1)N[C@@H]1C[C@H]2CO[C@@H]([C@H]1O)O2)C=2C=C(C1=C(NC(=N1)C(C)(C)O)C2C2CC2)F (1S,3R,4S,5R)-3-((5-chloro-4-(7-cyclopropyl-4-fluoro-2-(2-hydroxypropan-2-yl)-1H-benzo[d]imidazol-6-yl)pyrimidin-2-yl)amino)-6,8-dioxabicyclo[3.2.1]octan-4-ol